O1[C@@H]2CN([C@H](C3=C1C=CC=C3)C2)C(=O)C23CCC(CC2)(CC3)C#N 4-[(2S,5S)-2,3-dihydro-2,5-methano-1,4-benzoxazepine-4(5H)-carbonyl]bicyclo[2.2.2]octane-1-carbonitrile